6-(2,2-Dimethylpyrrolidin-1-yl)-1-oxo-1,3-dihydro-2H-pyrrolo[3,4-c]pyridine CC1(N(CCC1)C1=CC2=C(C=N1)CNC2=O)C